tert-butyl (4S)-5-amino-4-(5-(4,5-dimethyl-6-(methylamino)pyridin-2-yl)-3-methyl-1-oxoisoindolin-2-yl)-5-oxopentanoate NC([C@H](CCC(=O)OC(C)(C)C)N1C(C2=CC=C(C=C2C1C)C1=NC(=C(C(=C1)C)C)NC)=O)=O